3-Bromo-N2,N2-dimethyl-5-nitro-pyridine-2,6-diamine BrC=1C(=NC(=C(C1)[N+](=O)[O-])N)N(C)C